ClC1=NC=C(C(=C1)C1=C(C=NC(=C1)C)C(=O)NC=1SC2=C(N1)CN(C2)C(=O)C2=NC(=C(N=C2)C)C)OC 2'-Chloro-N-(5-(5,6-dimethyl-pyrazine-2-carbonyl)-5,6-dihydro-4H-pyrrolo[3,4-d]thiazol-2-yl)-5'-methoxy-6-methyl-[4,4'-bipyridine]-3-carboxamide